ClC=1N=C(C2=C(N1)CCS2(=O)=O)OC2=NC=1C=CC3=C(C1N=C2)C2=C(S3)C(NC(CN2)C)=O 3-((2-chloro-5,5-dioxido-6,7-dihydrothieno[3,2-d]pyrimidin-4-yl)oxy)-10-methyl-9,10,11,12-tetrahydro-8H-[1,4]diazepino[5',6':4,5]thieno[3,2-f]quinoxalin-8-one